CN1N=CC=C1C1=NC=C(C=C1)C(F)(F)F 2-(1-methyl-1H-pyrazol-5-yl)-5-(trifluoromethyl)pyridine